C(C)(C)(C)OC(NC1=C(C=CC(=C1)C(NC1=CC(=CC=C1)CC#N)=O)F)=O [5-(3-cyanomethylphenylcarbamoyl)-2-fluorophenyl]carbamic acid t-butyl ester